propoxybisphenol A C(CC)OC1=C(O)C=CC(=C1)C(C)(C)C1=CC=C(C=C1)O